(3-bromo-4-trifluoromethyl-phenyl)-methanol BrC=1C=C(C=CC1C(F)(F)F)CO